2-methyl-N-(2-oxopyrrolidin-3-yl)-5-(pyrazin-2-ylmethoxy)benzofuran-3-carboxamide CC=1OC2=C(C1C(=O)NC1C(NCC1)=O)C=C(C=C2)OCC2=NC=CN=C2